4-((1R,5S)-3,8-Diazabicyclo[3.2.1]octan-3-yl)-7-(7,8-difluoronaphthalen-1-yl)-8-fluoro-2-((2-methyl-2,4-dihydropyrrolo[3,2-c]pyrazol-5-yl)methoxy)pyrido[4,3-d]pyrimidine [C@H]12CN(C[C@H](CC1)N2)C=2C1=C(N=C(N2)OCC2=CC3=NN(C=C3N2)C)C(=C(N=C1)C1=CC=CC2=CC=C(C(=C12)F)F)F